O[C@@H]([C@@H](C(=O)N)N1C(C2(C1)CCC(CC2)C)=O)C (2S,3R)-3-Hydroxy-2-(7-Methyl-1-Oxo-2-Azaspiro[3.5]Nonan-2-Yl)Butanamide